mono(4-methoxyphenyl) phthalate C(C=1C(C(=O)[O-])=CC=CC1)(=O)OC1=CC=C(C=C1)OC